Dicyclohexyl-(2',4',6'-triisopropyl-[1,1'-biphenyl]-2-yl)phosphine (R)-Methyl-5-(tert-butoxycarbonylamino)-5,6,7,8-tetrahydronaphthalene-1-carboxylate COC(=O)C1=CC=CC=2[C@@H](CCCC12)NC(=O)OC(C)(C)C.C1(CCCCC1)P(C1=C(C=CC=C1)C1=C(C=C(C=C1C(C)C)C(C)C)C(C)C)C1CCCCC1